CNC(=O)C1=C2C=CC=C(C2=CC=C1)OC1=CC=C(C=N1)C(=O)Cl 6-[[5-(methylcarbamoyl)-1-naphthyl]oxy]pyridine-3-carbonyl chloride